3-methyl-2-[7-[[(2R)-tetrahydrofuran-2-yl]methyl]-5,6-dihydropyrrolo[2,3-c]pyridazin-3-yl]-5-(trifluoromethyl)phenol CC=1C(=C(C=C(C1)C(F)(F)F)O)C1=CC2=C(N=N1)N(CC2)C[C@@H]2OCCC2